(2R,4R)-N-(5-(3-cyclopropyl-1-(2-oxopiperidin-1-yl)propyl)-2-fluorophenyl)-4-methoxypyrrolidine-2-carboxamide C1(CC1)CCC(N1C(CCCC1)=O)C=1C=CC(=C(C1)NC(=O)[C@@H]1NC[C@@H](C1)OC)F